5-methoxy-3-(2-methylprop-1-en-1-yl)pyrazine-2-carboxylic acid methyl ester COC(=O)C1=NC=C(N=C1C=C(C)C)OC